1-(4-(3,3-dimethyl-2,3-dihydro-1H-pyrrolo[3,2-b]pyridin-1-yl)pyridin-2-yl)-N4-(2-(Dimethylamino)ethyl)-2-methoxy-N4-methyl-5-nitrobenzene-1,4-diamine CC1(CN(C=2C1=NC=CC2)C2=CC(=NC=C2)C2(C(C=C(C(=C2)[N+](=O)[O-])N(C)CCN(C)C)OC)N)C